C(CCCCCCC\C=C/C\C=C/CCCCC)(=O)OCC(C(=O)OC1C[C@H]2CC[C@@H](C1)N2C)C2=CC=CC=C2 3-(((1R,3r,5S)-8-methyl-8-azabicyclo[3.2.1]octan-3-yl)oxy)-3-oxo-2-phenylpropyl (9Z,12Z)-octadeca-9,12-dienoate